alpha-bromonaphthaleneethanone BrC(C=O)C1=CC=CC2=CC=CC=C12